FC(C(=O)N(C1C(C1)C1=CC=C(C=C1)F)CC1CCN(CC1)CCNC1=NC=C(C=N1)C(=O)OC)(F)F Methyl 2-((2-(4-((2,2,2-trifluoro-N-(2-(4-fluorophenyl)cyclopropyl)acetamido) methyl)piperidin-1-yl)ethyl)amino)pyrimidine-5-carboxylate